OC=1C(NC=CC1)(C(=O)[O-])C 3-Hydroxy-2-methylpyridinecarboxylate